C(C=C)P(C(C)(C)C)C(C)(C)C Allyl-di-tert-butylphosphane